ClC=1C=C(C=CC1F)NC1=NC=NC2=CC(=C(C=C12)NCC1=C(C=CC=C1)C1C(NC(CC1)=O)=O)O[C@@H]1COCC1 3-(2-(((4-((3-chloro-4-fluorophenyl)amino)-7-(((S)-tetrahydrofuran-3-yl)oxy)quinazolin-6-yl)amino)methyl)phenyl)piperidine-2,6-dione